2-(2-(dimethylamino)ethyl)-2,4-dihydro-3H-1,2,4-triazol-3-one CN(CCN1N=CNC1=O)C